FC1=C(C=CC(=C1)C)C1(C(NC(N1)=O)=O)C 5-(2-fluoro-4-methylphenyl)-5-methylimidazolidine-2,4-dione